C(C)(C)OC1=C(NC(=O)OC(C)(C)C)C=CC=C1 2-isopropoxy-N-Bocaniline